5-chloro-2-({[(pyrimidin-2-yl)methyl]amino}methyl)-7,8-dihydro-6H-spiro[[1,3]oxazolo[5,4-f]quinazoline-9,1'-cyclohexan]-7-one ClC=1C=C2C(=C3C1NC(NC31CCCCC1)=O)OC(=N2)CNCC2=NC=CC=N2